FC1=CC=C(C=C1)[C@H]([C@H]1[C@@H]2N(C(C=3N1N=CC(C3O)=O)=O)CCC2)C2=CC=C(C=C2)OC(F)(F)F (9aR,10S)-10-((R)-(4-fluorophenyl)(4-(trifluoromethoxy)phenyl)methyl)-4-hydroxy-8,9,9a,10-tetrahydro-7H-pyrrolo[1',2':4,5]pyrazino[1,2-b]pyridazine-3,5-dione